C(C1=CC(=C(C=C1)O)OC)C1=CC(=C(C=C1)O)OC 4,4'-methylenebis(2-methoxyphenol)